FC=1C=C(C=NC1C)CN1N=C(C=CC1=O)C=1C=NC(=NC1)OCC(F)(F)F 2-((5-fluoro-6-methylpyridin-3-yl)methyl)-6-(2-(2,2,2-trifluoroethoxy)pyrimidin-5-yl)pyridazin-3(2H)-one